3,5-dichloro-4-((5-isopropyl-6-methoxypyridin-3-yl)methyl)phenol ClC=1C=C(C=C(C1CC=1C=NC(=C(C1)C(C)C)OC)Cl)O